[Zn].BrC=1C=NC2=CC=C(C=C2C1)CN1N=NC=2C1=NC(=CN2)Br 3-bromo-6-(6-bromo-[1,2,3]triazolo[4,5-b]pyrazin-1-ylmethyl)quinoline zinc